octyldodecyl hydroxystearate CCCCCCCCCCCCCCCCC(C(=O)OC(CCCCCCCC)CCCCCCCCCCC)O